1,9-nonane-diol C(CCCCCCCCO)O